FC1=CC(=C(C=C1)C(C)N1C[C@@H](N(C[C@H]1C)C=1C=2N=C(N(C2N(C(N1)=O)C)C)CC#N)COC)C(F)(F)F 2-(6-((2R,5R)-4-(1-(4-fluoro-2-(trifluoromethyl)phenyl)ethyl)-2-(methoxymethyl)-5-methylpiperazin-1-yl)-3,9-dimethyl-2-oxo-3,9-dihydro-2H-purin-8-yl)acetonitrile